di(dodecyl)phenyl-perimidine ethyl-5-(4-amino-7-methyl-5-(4-((4-methylpyrimidin-2-yl)oxy)phenyl)-7H-pyrrolo[2,3-d]pyrimidin-6-yl)-1-methyl-1H-pyrazole-3-carboxylate C(C)OC(=O)C1=NN(C(=C1)C1=C(C2=C(N=CN=C2N)N1C)C1=CC=C(C=C1)OC1=NC=CC(=N1)C)C.C(CCCCCCCCCCC)C=1C(=C2N=C(NC=3C=CC=C(C1)C32)C3=CC=CC=C3)CCCCCCCCCCCC